aminoethyl-diethyl-ammonium NCC[NH+](CC)CC